(R)-5-(2-(6-(3-(dimethylamino)pyrrolidin-1-yl)pyridin-3-ylamino)-5-methylpyrimidin-4-ylamino)benzo[d]oxazol-2(3H)-one CN([C@H]1CN(CC1)C1=CC=C(C=N1)NC1=NC=C(C(=N1)NC=1C=CC2=C(NC(O2)=O)C1)C)C